(1R,5S)-1-[2-[6-amino-4-(3-chloro-2-fluoro-anilino)quinazolin-7-yl]ethynyl]-3-azabicyclo[3.1.0]hexan-2-one NC=1C=C2C(=NC=NC2=CC1C#C[C@@]12C(NC[C@H]2C1)=O)NC1=C(C(=CC=C1)Cl)F